COC1=C(C=C2C(=CC=NC2=C1)N1CCC(CC1)C(C#N)C)N1CCOCC1 2-(1-(7-methoxy-6-morpholinoquinolin-4-yl)piperidin-4-yl)propionitrile